2-(2-isopropoxy-2-oxoethyl)nicotinic acid C(C)(C)OC(CC1=C(C(=O)O)C=CC=N1)=O